BrC=1C=C2C=NN(C2=C(C1)C(=O)O)CC1=NC=C(N=C1)C1=CC(=CC(=C1)OC)F.NC=1N=C(SC1C(=O)C1=CC(=NO1)Br)N(C1=CC=C(C=C1)F)[C@@H](C(=O)N)C (R)-2-(N-[4-amino-5-(3-bromoisoxazole-5-carbonyl)thiazol-2-yl]-4-fluoro-anilino)propanamide 5-bromo-1-((5-(3-fluoro-5-methoxyphenyl)pyrazin-2-yl)methyl)-1H-indazole-7-carboxylate